N1(CCCC1)CC1=CC=C(C(=O)C2=CC=CC=C2)C=C1 4-(1-pyrrolidinylmethyl)benzophenone